Manganese sodium iminodisuccinate N(C(C(=O)[O-])CC(=O)O)C(C(=O)[O-])CC(=O)[O-].[Na+].[Mn+2]